FC(C(=O)O)(F)F.C(C1=CC=CC=C1)(=O)SC[C@H](N)C(=O)O S-benzoyl-L-cysteine trifluoroacetate salt